Ethyl-2-amino-6-(2-hydroxyethyl)-6-phenyl-4,5,6,7-tetrahydrobenzo[b]thiophene C(C)C=1C2=C(SC1N)CC(CC2)(C2=CC=CC=C2)CCO